(2R)-2-[4-chloro-2-(1,2-oxazol-5-yl)phenoxy]-3-fluoropropionic acid ClC1=CC(=C(O[C@H](C(=O)O)CF)C=C1)C1=CC=NO1